5-fluoro-N-(2-(4-hydroxy-4-methylpentane-2-yl)phenyl)-1,3-dimethyl-1H-pyrazole-4-carboxamide FC1=C(C(=NN1C)C)C(=O)NC1=C(C=CC=C1)C(C)CC(C)(C)O